C1=CC=CC=2C3=CC=CC=C3C(C12)COC(=O)NCC1=CC=C(C=N1)C(=O)O 6-[({[(9H-fluoren-9-yl)methoxy]carbonyl}amino)methyl]pyridine-3-carboxylic acid